C(C)N1N=C2C(=CC=C(C2=C1)N1CCC(CC1)(NC)CC)C(=O)NC=1C=C(C=2N(C1)C=C(N2)C)F 2-ethyl-4-[4-ethyl-4-(methylamino)piperidin-1-yl]-N-{8-fluoro-2-methylimidazo[1,2-a]pyridin-6-yl}indazole-7-carboxamide